tert-butyl 4-[4-isopropyl-3-methyl-5-(8-methyl-[1,2,4]triazolo[1,5-a]pyridin-6-yl)-6H-thieno[2,3-b]pyrrol-2-yl]piperidine-1-carboxylate C(C)(C)C=1C2=C(NC1C=1C=C(C=3N(C1)N=CN3)C)SC(=C2C)C2CCN(CC2)C(=O)OC(C)(C)C